8-chloro-9-methoxy-2-(propan-2-yl)-5H,10H-benzo[b]1,8-naphthyridin-5-one ClC=1C=CC2=C(NC=3N=C(C=CC3C2=O)C(C)C)C1OC